3-(methylsulfonyl)bromobenzene CS(=O)(=O)C=1C=C(C=CC1)Br